disodium 2-[5-(1-{[(2,4-dimethylphenyl)(5-methylfuran-2-yl)methyl]carbamoyl} cyclopropyl)-1H-indol-3-yl]ethyl phosphate P(=O)(OCCC1=CNC2=CC=C(C=C12)C1(CC1)C(NC(C=1OC(=CC1)C)C1=C(C=C(C=C1)C)C)=O)([O-])[O-].[Na+].[Na+]